C(C)(C)(C)OC(=O)NC12CC(C1)(C2)C=2SC=C(N2)C(=O)NC(C(=O)NC(C(=O)OC)=C)=C methyl 2-(2-(2-(3-((tertbutoxy carbonyl)amino)bicyclo[1.1.1]pentan-1-yl)thiazole-4-carboxamido)acrylamido)acrylate